N[Ru](C(=CP(C1=CC=CC=C1)C1=CC=CC=C1)P(C1=CC=CC=C1)C1=CC=CC=C1)(N)(N)(Cl)Cl triamino-1,2-bis(diphenylphosphino)vinyl-ruthenium dichloride